C(C1=CC=C(C(=O)O)C=C1)(=O)O.C(CCCCCCC)N.C(CCCCCCC)N bis(n-octylamine) terephthalate salt